NCCNC(C1=CC(=NC=C1)N1CC2(CC1)CN(CC2)C2=CC=CC=C2)=O N-(2-aminoethyl)-2-(7-phenyl-2,7-diazaspiro[4.4]nonan-2-yl)isonicotinamide